BrC1=C(C=CC=C1)C1=CC=C(C=C1)Cl 2'-bromo-4-chlorobiphenyl